6-bromo-3-ethyl-5-methoxybenzo[d]thiazole BrC1=CC2=C(N(CS2)CC)C=C1OC